2-benzothiazole-2-yl-phenol S1C(=NC2=C1C=CC=C2)C2=C(C=CC=C2)O